CC(C(C(=O)N1CCC2(CC(C2)NC2=CC(=NC=N2)C(=O)N)CC1)=O)(C)C 6-((7-(3,3-dimethyl-2-oxobutanoyl)-7-azaspiro[3.5]nonan-2-yl)amino)pyrimidine-4-carboxamide